4-(2,2,2-trifluoroethoxy)-2-[3-(1,3,5-trimethylpyrazol-4-yl)pyrazolo[1,5-a]pyridin-5-yl]thiazole-5-carboxylic acid FC(COC=1N=C(SC1C(=O)O)C1=CC=2N(C=C1)N=CC2C=2C(=NN(C2C)C)C)(F)F